2-(3,5-Dichloro-4-((2-(3,4-difluorobenzyl)-1-oxo-1,2,3,4-tetrahydroisoquinoline-6-yl)oxy)phenyl)-1,2,4-triazine-3,5(2H,4H)-dione ClC=1C=C(C=C(C1OC=1C=C2CCN(C(C2=CC1)=O)CC1=CC(=C(C=C1)F)F)Cl)N1N=CC(NC1=O)=O